ethyl 2-(4-formylphenoxy)propanoate C(=O)C1=CC=C(OC(C(=O)OCC)C)C=C1